CC1=CC2=CC3=CC(=C(C=C3N=C2C=C1N)N)C 2,7-dimethylacridine-3,6-diamine